5-(4-nitrobenzyl)thiazolo[5,4-c]pyridin-5-ium [N+](=O)([O-])C1=CC=C(C[N+]2=CC3=C(C=C2)N=CS3)C=C1